[Cl-].CO[Si](CCC[N+](CCCCCCCCCCCCCCCCCC)(C)C)(OC)OC 3-(trimethoxysilyl)propyl-N-octadecyl-dimethyl-ammonium chloride